2-isopropoxy-2,4,6,8-tetramethylcyclotetrasiloxane silicon [Si].C(C)(C)O[Si]1(O[SiH](O[SiH](O[SiH](O1)C)C)C)C